ClC=1C=C(C(=NC1)N1C([C@H](N(C(C1)=O)CC1=CC=C(C=C1)F)C12CC(C1)(C2)O)=O)F (R)-1-(5-chloro-3-fluoro-pyridin-2-yl)-4-(4-fluoro-benzyl)-3-(3-hydroxy-bicyclo[1.1.1]pentan-1-yl)piperazine-2,5-dione